4-(methoxycarbonyl-oxy)phenyl-benzyl-methyl-sulfonium COC(=O)OC1=CC=C(C=C1)[S+](C)CC1=CC=CC=C1